C1(=CC(=CC=C1)C(=O)O)C1=CC=CC=C1 [1,1'-biphenyl]-3-carboxylic acid